1,3,5-trimethylammoniobenzene C[NH2+]C1=CC(=CC(=C1)[NH2+]C)[NH2+]C